5-chloro-2-methyl-N-((1r,4r)-4-((2-oxo-1-(quinolin-6-yl)-1H-imidazo[4,5-b]pyridin-3(2H)-yl)methyl)cyclohexyl)nicotinamide ClC=1C=NC(=C(C(=O)NC2CCC(CC2)CN2C(N(C=3C2=NC=CC3)C=3C=C2C=CC=NC2=CC3)=O)C1)C